(S)-2-amino-2-cycloheptyl-N-(6-(3,5-dimethyl-1H-pyrazol-4-yl)pyridin-3-yl)acetamide dihydrochloride Cl.Cl.N[C@H](C(=O)NC=1C=NC(=CC1)C=1C(=NNC1C)C)C1CCCCCC1